C(C)C1=CC=C(C=C1)/C=C(/C=C/C=O)\C (2E,4E)-5-(4-ethylphenyl)-4-methylpenta-2,4-dienal